ClC=1C=C2C=NC(=NC2=CC1N1CCN(CC1)[C@@H]1[C@@H](COC1)O)NC=1C=NN(C1Cl)C |o1:17,18| (3S,4S) or (3R,4R)-4-(4-{6-chloro-2-[(5-chloro-1-methyl-1H-pyrazol-4-yl)amino]quinazolin-7-yl}piperazin-1-yl)oxolan-3-ol